2-((5-Acetylisoindolin-2-yl)methyl)-5-((1-(methylsulfonyl)piperidin-4-yl)-methoxy)-4H-pyran-4-one C(C)(=O)C=1C=C2CN(CC2=CC1)CC=1OC=C(C(C1)=O)OCC1CCN(CC1)S(=O)(=O)C